5-cyclopropyl-N2-(2-fluoro-4-(methylsulfonyl)phenyl)-N4-(5-methyl-1H-pyrazol-3-yl)-6-(1-methyl-1H-pyrazol-4-yl)pyrimidine-2,4-diamine C1(CC1)C=1C(=NC(=NC1C=1C=NN(C1)C)NC1=C(C=C(C=C1)S(=O)(=O)C)F)NC1=NNC(=C1)C